C(C)(C)(C)OC(=O)N[C@@H](CCC(=O)OCCCCCCCC\C=C/CCCCCCCC)C(=O)OCCCCCCCC\C=C/CCCCCCCC Di((Z)-octadec-9-en-1-yl) (tert-butoxycarbonyl)-Z-glutamate